N[C@@H]1CN(C[C@@H](C1)C(F)(F)F)C1=CC=C(C=2N=CC=NC12)C#N 8-(cis-3-amino-5-(trifluoromethyl)piperidine-1-yl)quinoxaline-5-nitrile